4-chloro-2-(3-fluoro-1H-pyrazol-4-yl)-1-tosyl-1H-pyrrolo[2,3-b]pyridine ClC1=C2C(=NC=C1)N(C(=C2)C=2C(=NNC2)F)S(=O)(=O)C2=CC=C(C)C=C2